FC(C=1C(=C(C=CC1)[C@@H](C)NC=1C2=C(N=C(N1)C)C(=NC(=C2)N2CC1(C2)CNC(C1)=O)C)F)F 2-[4-({(1R)-1-[3-(difluoromethyl)-2-fluorophenyl]ethyl}amino)-2,8-dimethylpyrido[3,4-d]pyrimidin-6-yl]-2,6-diazaspiro[3.4]octan-7-one